N-(6-bromohexyl)naphthalen-1-amine BrCCCCCCNC1=CC=CC2=CC=CC=C12